NC1=C2C(=NC(=C1OCC1=CC(=CC=C1)Cl)Cl)N(C=N2)[C@H]2[C@@H]([C@@H]([C@@H]1C[C@H]21)O)O (1R,2R,3S,4R,5S)-4-(7-amino-5-chloro-6-((3-chlorobenzyl)oxy)-3H-imidazo[4,5-b]pyridin-3-yl)bicyclo[3.1.0]hexane-2,3-diol